FC1([C@@H](CN2C(N(C([C@@H]21)O)C2=NOC1=C2C(=CC=C1)C1=C(C=C(C=C1F)F)F)=O)NS(=O)(=O)C)F N-{(6R,7aR)-7,7-difluoro-1-hydroxy-3-oxo-2-[4-(2,4,6-trifluorophenyl)-1,2-benzoxazol-3-yl]hexahydro-1H-pyrrolo[1,2-c]imidazol-6-yl}methanesulfonamide